(R)-8-(3,5-bis(trifluoromethyl)phenyl)-3-(3,4-dichlorobenzyl)-6-((2-imino-3-methyl-2,3-dihydro-1H-imidazol-1-yl)methyl)chroman-4-one FC(C=1C=C(C=C(C1)C(F)(F)F)C=1C=C(C=C2C([C@@H](COC12)CC1=CC(=C(C=C1)Cl)Cl)=O)CN1C(N(C=C1)C)=N)(F)F